OC=1C=C2C=CC(=CC2=CC1)C#N 6-hydroxynaphthalene-2-carbonitrile